trans-4-amino-1-[3-(3,5-difluorophenyl)-6-(3-ethynyl-2-hydroxyphenyl)quinolin-4-yl]piperidine-3-carboxylic acid N[C@H]1[C@@H](CN(CC1)C1=C(C=NC2=CC=C(C=C12)C1=C(C(=CC=C1)C#C)O)C1=CC(=CC(=C1)F)F)C(=O)O